N-(4-((4-(3-((2,6-dioxopiperidin-3-yl)amino)benzyl)piperazin-1-yl)methyl)-3-(trifluoromethyl)phenyl)-3-(imidazo[1,2-b]pyridazin-3-ylethynyl)-4-methylbenzamide O=C1NC(CCC1NC=1C=C(CN2CCN(CC2)CC2=C(C=C(C=C2)NC(C2=CC(=C(C=C2)C)C#CC2=CN=C3N2N=CC=C3)=O)C(F)(F)F)C=CC1)=O